2-chloro(bromo)methylthio-6-bromobenzaldehyde ClC1=C(C=O)C(=CC=C1SCBr)Br